ClC1=C(OC2=CC=C(C=C2)C2=NN(C3=C2C=NC=C3)[C@@H]3CN(CCC3)C(C=C)=O)C=CC=C1Cl (S)-1-(3-(3-(4-(2,3-dichlorophenoxy)phenyl)-1H-pyrazolo[4,3-c]pyridin-1-yl)piperidin-1-yl)prop-2-en-1-one